C(=O)(O)CC1=CC(=C(C(=O)NC2=C(C(=O)O)C=CC=N2)C=C1O)O 2-(4-(carboxymethyl)-2,5-dihydroxybenzoylamino)nicotinic acid